OC1=C(C(=O)NNC(CCCCCCCCCCC(=O)NNC(C2=C(C=CC=C2)O)=O)=O)C=CC=C1 l-N',12-N'-bis(2-hydroxybenzoyl)dodecanedihydrazide